ClC1=CC=C(C=C1)C(O)C1(CC1)C1=CC(=CC=C1)Cl (4-chlorophenyl)(1-(3-chlorophenyl)cyclopropyl)methanol